C(C)(C)(C)OC=1C=C2CCC(C(C2=CC1)C1=CC=C(C=C1)O)C1=CC=CC=C1 4-(6-t-butoxy-2-phenyl-tetrahydronaphthalen-1-yl)phenol